Chrysenamine C1=CC=C2C(=C1)C=CC3=C2C=CC4=C3C=CC=C4N